2-carboxyethylphosphine C(=O)(O)CCP